FC(OC1=CC=C(C=C1)C1=NNC(=N1)C1=CC=C(N)C=C1)(F)F 4-[3-(4-trifluoromethoxyphenyl)-1H-1,2,4-triazol-5-yl]aniline